iron-gallium-terbium [Tb].[Ga].[Fe]